NCCC[SiH](OC(C)(C)C)OC aminopropyl-trimethyldimethoxysilane